S1C2=C(C=C1)C(=CC=C2)N2CCN(CC2)CCCCOC2=CC=C1C=CC(N(C1=C2)C(C(C)C)OP(=O)([O-])[O-])=O.[Ca+2] calcium 1-(7-(4-(4-(benzo[b]thiophen-4-yl)piperazin-1-yl)butoxy)-2-oxoquinolin-1(2H)-yl)-2-methylpropylphosphate